C(C1=CC=CC=C1)OC1=CC=C(C=C1)CC(NCCOCCOCCOCCC(N[C@H](C(=O)N1[C@@H](C[C@H](C1)O)C(=O)NCC1=CC=C(C=C1)C1=C(N=CS1)C)C(C)(C)C)=O)=O (2S,4R)-1-((S)-1-(4-(benzyloxy)phenyl)-17-(tert-butyl)-2,15-dioxo-6,9,12-trioxa-3,16-diazaoctadecan-18-oyl)-4-hydroxy-N-(4-(4-methylthiazol-5-yl)benzyl)pyrrolidine-2-carboxamide